methyl 4-((3-(4-(((3R,4S)-3-fluoropiperidin-4-yl)amino)-1-(2,2,2-trifluoroethyl)-1H-indol-2-yl)prop-2-yn-1-yl)amino)-3-methoxybenzoate F[C@@H]1CNCC[C@@H]1NC1=C2C=C(N(C2=CC=C1)CC(F)(F)F)C#CCNC1=C(C=C(C(=O)OC)C=C1)OC